CC1(OCCCC1)CO (2-methyltetrahydro-2H-pyran-2-yl)methanol